(6-(N,N-dibenzylamino)-2-methoxyl-quinolin-3-yl)-4-dimethylamino-2-(1-naphthyl)-1-phenyl-2-butanol C(C1=CC=CC=C1)N(CC1=CC=CC=C1)C=1C=C2C=C(C(=NC2=CC1)OC)C(C(CCN(C)C)(O)C1=CC=CC2=CC=CC=C12)C1=CC=CC=C1